2-chloro-10-(3-(4-methylpiperazin-1-yl)propyl)-10H-phenothiazine ClC1=CC=2N(C3=CC=CC=C3SC2C=C1)CCCN1CCN(CC1)C